1-((6aR)-4-chloro-3-(2-fluoro-6-hydroxyphenyl)-1-((2-isopropyl-4-methylpyridin-3-yl)amino)-6a,7,9,10-tetrahydro-12H-pyrazino[2,1-c]pyrido[3,4-f][1,4]oxazepin-8(6H)-yl)prop-2-en-1-one ClC1=C(N=C(C=2CN3[C@@H](COC21)CN(CC3)C(C=C)=O)NC=3C(=NC=CC3C)C(C)C)C3=C(C=CC=C3O)F